7-[[5-(4-hydroxy-1-piperidyl)-2-pyridyl]amino]-4-(7-methylpyrazolo[1,5-a]pyridin-3-yl)isoindolin-1-one OC1CCN(CC1)C=1C=CC(=NC1)NC=1C=CC(=C2CNC(C12)=O)C=1C=NN2C1C=CC=C2C